(E)-1-acryloyl-1'-methyl-[3,3'-biindolinylidene]-2,2'-dione C(C=C)(=O)N1C(/C(/C2=CC=CC=C12)=C\1/C(N(C2=CC=CC=C12)C)=O)=O